N,N'-bis(2-methyl-3-chlorophenyl)thiourea CC1=C(C=CC=C1Cl)NC(=S)NC1=C(C(=CC=C1)Cl)C